CC(C)(COP(=O)([O-])OP(=O)([O-])OC[C@@H]1[C@H]([C@H]([C@@H](O1)N2C=NC3=C(N=CN=C32)N)O)OP(=O)([O-])[O-])[C@H](C(=O)NCCC(=O)NCCSC(=O)CCO)O The molecule is an acyl-CoA(4-) arising from deprotonation of the phosphate and diphosphate groups of 3-hydroxypropanoyl-CoA. It has a role as a human metabolite. It is a conjugate base of a 3-hydroxypropanoyl-CoA.